3,5,5,8,8-pentamethyl-5,6,7,8-tetrahydronaphthalen-2-amine CC=1C(=CC=2C(CCC(C2C1)(C)C)(C)C)N